ClC=1C(=CC2=C(C(N3[C@@H](CO2)C[C@@H](C3)O)=O)C1OC(C)C)C (2S,11aR)-7-chloro-2-hydroxy-6-isopropoxy-8-methyl-2,3,11,11a-tetrahydro-1H,5H-benzo[f]pyrrolo[2,1-c][1,4]oxazepine-5-one